C(C)O[Si](COCC1OC1)(C)OCC diethoxy(methyl){[(oxiran-2-yl)methoxy]methyl}silane